1,3,6-n-hexanetriol C(CC(CCCO)O)O